NC1=NC=NC=2N(C3=C(C=C(C=C3C21)[N+](=O)[O-])OC)CC(=O)O 2-(4-amino-8-methoxy-6-nitro-9H-pyrimido[4,5-b]indol-9-yl)acetic acid